ClC1=C(OC2CCN(CC2)C(CNC(=O)C=2N=CN(C2)C2=CC=CC=C2)=O)C=C(C=C1)F 1-Phenyl-1H-imidazole-4-carboxylic acid {2-[4-(2-chloro-5-fluoro-phenoxy)-piperidin-1-yl]-2-oxo-ethyl}-amide